N-{{3-nitro-4-[(tetrahydro-2H-pyran-4-ylmethyl)amino]phenyl}sulfonyl}-2-(1H-pyrrolo[2,3-b]pyridin-5-yloxy)benzamide [N+](=O)([O-])C=1C=C(C=CC1NCC1CCOCC1)S(=O)(=O)NC(C1=C(C=CC=C1)OC=1C=C2C(=NC1)NC=C2)=O